CC(C)(CCC(C)(OOC(C)(C)C)C)OOC(C)(C)C 2,5-dimethyl-2,5-bis(tert.butyl-peroxy)hexane